methionine amide N[C@@H](CCSC)C(=O)N